Methyl 4-(5-nitro-1-(phenylsulfonyl)-1H-pyrrolo[2,3-b]pyridin-4-yl)tetrahydro-2H-pyran-4-carboxylate [N+](=O)([O-])C=1C(=C2C(=NC1)N(C=C2)S(=O)(=O)C2=CC=CC=C2)C2(CCOCC2)C(=O)OC